1-(5-(benzyloxy)-2-hydroxyphenyl)ethanone C(C1=CC=CC=C1)OC=1C=CC(=C(C1)C(C)=O)O